N1C(=NCC1)C1=CC=C(C=C1)NC(NC=1C=C(C(=O)NCC#C)C=C(C1)NC(=O)NC1=CC=C(C=C1)C=1NCCN1)=O 3,5-bis(3-(4-(4,5-dihydro-1H-imidazol-2-yl)phenyl)ureido)-N-(prop-2-yn-1-yl)benzamide